C(CCCCCCCCCCCCC)N1C=[N+](C=C1)CCCCCCCC 1-(1-tetradecyl)-3-octylimidazolium